NC1=CC=C(C=N1)OC=1C2=C(N=CN1)CN(CC2)C(=O)OC(C)(C)C tert-butyl 4-((6-aminopyridin-3-yl)oxy)-5,6-dihydropyrido[3,4-d]pyrimidine-7(8H)-carboxylate